2-(phenylimino)-1,3-thiazolidine-4-one C1(=CC=CC=C1)N=C1SCC(N1)=O